3-((2-(((1-(4-((9-cyclopentyl-8-(phenylamino)-9H-purin-2-yl)amino)phenyl)piperidin-4-yl)(methyl)amino)methyl)phenyl)amino)piperidine-2,6-dione C1(CCCC1)N1C2=NC(=NC=C2N=C1NC1=CC=CC=C1)NC1=CC=C(C=C1)N1CCC(CC1)N(C)CC1=C(C=CC=C1)NC1C(NC(CC1)=O)=O